(1S)-1-[(2R,3R,4S,5R)-5-[[1,1-dimethylethyl(diphenyl)silyl]oxymethyl]-3,4-dihydroxy-tetrahydrothiophen-2-yl]pyrimidine-2,4-dione CC(C)(C)[Si](OC[C@@H]1[C@H]([C@H]([C@@H](S1)N1C(NC(C=C1)=O)=O)O)O)(C1=CC=CC=C1)C1=CC=CC=C1